ClC1=C(C=C(C=C1)O)C(F)(F)F 4-chloro-3-(trifluoromethyl)phenol